4-[6-imino-3-phenyl-5-(4-methoxyphenyl)pyridazin-1-yl]butanoic acid N=C1C(=CC(=NN1CCCC(=O)O)C1=CC=CC=C1)C1=CC=C(C=C1)OC